[6-(3-cyclopropyl-1,2,4-triazol-1-yl)-2-azaspiro[3.3]heptan-2-yl]-[6-[[1-(2,2,2-trifluoroethyl)imidazol-2-yl]methyl]-2,6-diazaspiro[3.3]heptan-2-yl]methanone C1(CC1)C1=NN(C=N1)C1CC2(CN(C2)C(=O)N2CC3(C2)CN(C3)CC=3N(C=CN3)CC(F)(F)F)C1